3-(2-fluorobenzylidene)-5-(4-pyridyl)-N-(4-cyanobenzenesulfonyl)-4-piperidone FC1=C(C=C2CN(CC(C2=O)C2=CC=NC=C2)S(=O)(=O)C2=CC=C(C=C2)C#N)C=CC=C1